C(C1=CC=CC=C1)O[C@@H](C(=O)NC=1C=C(C(=O)OC)C=C(N1)OC)C (R)-methyl 2-(2-(benzyloxy) propionamido)-6-methoxyisonicotinate